(1'R,2'R)-4-(methoxymethyl)-5'-methyl-2'-(prop-1-en-2-yl)-1',2',3',4'-tetrahydro-[1,1'-biphenyl]-2,6-diol COCC=1C=C(C(=C(C1)O)[C@H]1[C@@H](CCC(=C1)C)C(=C)C)O